[4-(2-aminoethyl)-2,5-difluorophenyl]-3,8-diazabicyclo[3.2.1]octane-8-carboxylic acid tert-butyl ester C(C)(C)(C)OC(=O)N1C2(CNCC1CC2)C2=C(C=C(C(=C2)F)CCN)F